2-(4-Fluoro-phenyl)-1-[6-(2-trifluoromethoxy-benzyl)-2,6-diaza-spiro[3.3]hept-2-yl]-ethanone FC1=CC=C(C=C1)CC(=O)N1CC2(C1)CN(C2)CC2=C(C=CC=C2)OC(F)(F)F